N1C(=NC2=C1C=CC=C2)C=2C(=C(C=O)C=C(C2)C)O 3-(1H-benzo[d]imidazol-2-yl)-2-hydroxy-5-methylbenzaldehyde